N=CC(=O)OOC(=O)C1(CC1)C ((1-methylcyclopropane-1-carbonyl) oxy) iminoacetate